tert-butyl (R)-3-(4-(2,6-dimethylpyrimidin-4-yl)-2-fluorobenzamido)pyrrolidine-1-carboxylate CC1=NC(=CC(=N1)C1=CC(=C(C(=O)N[C@H]2CN(CC2)C(=O)OC(C)(C)C)C=C1)F)C